2-(1-Cyclopropylsulfonylpyrazol-4-yl)pyrimidin-4-amine C1(CC1)S(=O)(=O)N1N=CC(=C1)C1=NC=CC(=N1)N